N-(5-(((2S,4R)-2-methyl-4-((6-methylquinolin-4-yl)oxy)pyrrolidin-1-yl)methyl)thiazol-2-yl)acetamide C[C@@H]1N(C[C@@H](C1)OC1=CC=NC2=CC=C(C=C12)C)CC1=CN=C(S1)NC(C)=O